N1(N=CC=C1)CC1=CC2=C(C(=NO2)NS(=O)(=O)C=2C=C(C(=O)OC)C=CC2OC)C(=C1)OC Methyl 3-(N-(6-((1H-pyrazol-1-yl)methyl)-4-methoxybenzo[d]isoxazol-3-yl)sulfamoyl)-4-methoxybenzoate